N-(4-{6-[(1R)-1-hydroxypropyl]-4-methylpyridin-3-yl}-[1,2,4]triazolo[4,3-a]1,6-naphthyridin-8-yl)cyclopropanecarboxamide tert-butyl-(1S,4S)-2,5-diazabicyclo[2.2.1]heptane-2-carboxylate C(C)(C)(C)OC(=O)N1[C@@H]2CN[C@H](C1)C2.O[C@H](CC)C2=CC(=C(C=N2)C=2C=1N(C3=CC(=NC=C3C2)NC(=O)C2CC2)C=NN1)C